NCCOCCOCCCC1=NC(=NC=C1)N[C@@H]1[C@H]([C@H]([C@H](OC1)CO)O)O (2R,3R,4R,5S)-5-((4-(3-(2-(2-aminoethoxy)ethoxy)propyl)pyrimidin-2-yl)amino)-2-(hydroxymethyl)tetrahydro-2H-pyran-3,4-diol